N-methyl-N-(2-propynyl)acetamide CN(C(C)=O)CC#C